C1(=CC=CC=C1)C=1C2=C(N=C(N1)NCC=1C=NC=CC1)CN(C2)C#N 4-phenyl-2-((pyridin-3-ylmethyl)amino)-5,7-dihydro-6H-pyrrolo[3,4-d]pyrimidine-6-carbonitrile